2-(2-hydroxypyridin-3-yl)isoindoline-1,3-dione OC1=NC=CC=C1N1C(C2=CC=CC=C2C1=O)=O